[N+](=O)([O-])C1=CC(=CC(=C1)S(=O)(=O)O)S(=O)(=O)O nitrobenzene-3,5-disulfonic acid